C1(C=COO1)C(=O)O 4,5-dioxolic acid